1,3-dioxolane acrylate C(C=C)(=O)O.O1COCC1